C(C)(=O)NC1=C(C(=O)NC2=NN(C=C2)C)C=CC=C1 2-acetamido-N-(1-methyl-1H-pyrazol-3-yl)benzamide